4-(3,4-diamino-2-fluorophenyl)pyrrolidine-3-carboxylic acid ethyl ester C(C)OC(=O)C1CNCC1C1=C(C(=C(C=C1)N)N)F